3,3'-diallylbiphenol C(C=C)C1=C(C(=CC=C1)O)C=1C(=CC=CC1CC=C)O